BrC=1C=CC=2N(C1)C(=NN2)[C@@H]2C[C@@H](CCC2)NC(OC(C)(C)C)=O tert-butyl N-[(1R,3S)-3-(6-bromo-[1,2,4]triazolo[4,3-a]pyridin-3-yl)cyclohexyl]carbamate